NC1=NC=2C=NC(=CC2C2=C1COC2)C(=O)N(CC2=CC=C(C=C2)C(F)(F)F)C(C)C 4-amino-N-(2-propanyl)-N-(4-(trifluoromethyl)benzyl)-1,3-dihydrofuro[3,4-c][1,7]naphthyridine-8-carboxamide